9-(4-((4-(aminomethyl)piperidin-1-yl)methyl)piperidin-1-yl)nonanoic acid methyl ester COC(CCCCCCCCN1CCC(CC1)CN1CCC(CC1)CN)=O